2-((2S,4R)-4-amino-1-(1,2-dimethyl-1H-imidazole-4-carbonyl)pyrrolidin-2-yl)thiazole-4-carboxylic acid N[C@@H]1C[C@H](N(C1)C(=O)C=1N=C(N(C1)C)C)C=1SC=C(N1)C(=O)O